4-((3-toluylmethyl)oxy)benzaldehyde C1(=CC(=CC=C1)COC1=CC=C(C=O)C=C1)C